C(C)OC(=O)C1=C(C2=C(C(O1)=O)C(=CS2)F)C2=C(C=C(C=C2OCCOC)F)F 7-[2,4-difluoro-6-(2-methoxyethoxy)phenyl]-3-fluoro-4-oxo-thieno[3,2-c]pyran-6-carboxylic acid ethyl ester